CN1N=C(C=C1C)NC(=O)C1(CN(C1)C1=C(C=C2C(C(=CN(C2=N1)C=1N=CSC1)C(=O)O)=O)F)O 7-{3-[(1,5-dimethyl-1H-pyrazol-3-yl)carbamoyl]-3-hydroxyazetidin-1-yl}-6-fluoro-4-oxo-1-(1,3-thiazol-4-yl)-1,4-dihydro-1,8-naphthyridine-3-carboxylic acid